C(C)(C)(C)C1=C(C(=CC=C1)C(C)(C)C)C=1C(=C(C=CC1C1=CC=CC=C1)P([O-])[O-])C1=C(C=CC=C1C(C)(C)C)C(C)(C)C bis(2,6-di-t-butylphenyl)-4-phenyl-phenylphosphonite